N-(7-chloro-6-(1-((3S,4S)-4-hydroxy-3-methyltetrahydrofuran-3-yl)piperidin-4-yl)isoquinolin-3-yl)-2-(2-fluoropropan-2-yl)cyclopropane-1-carboxamide ClC1=C(C=C2C=C(N=CC2=C1)NC(=O)C1C(C1)C(C)(C)F)C1CCN(CC1)[C@]1(COC[C@H]1O)C